FC(S(=O)(=O)OCC(=O)C1=CC=C(C=C1)Br)(F)F 4-bromophenacyl trifluoromethane-sulfonate